(2S,4R)-N-[(5-cyclobutyl-4-methyl-1,2,4-triazol-3-yl)methyl]-1-[(2S)-2-(4-cyclopropyltriazol-1-yl)-3,3-dimethyl-butanoyl]-4-hydroxy-pyrrolidine-2-carboxamide C1(CCC1)C=1N(C(=NN1)CNC(=O)[C@H]1N(C[C@@H](C1)O)C([C@H](C(C)(C)C)N1N=NC(=C1)C1CC1)=O)C